C(C)C1=C(C=C(C=C1)OC)N1C(SCC1=O)=N 3-(2-Ethyl-5-methoxyphenyl)-2-iminothiazolidin-4-one